1-amino 2,2,2-trifluoroacetate FC(C(=O)ON)(F)F